(2-acetyl-4-cyano-5-methyl-phenyl)-2-chloro-5-cyano-benzamide C(C)(=O)C1=C(C=C(C(=C1)C#N)C)C=1C(=C(C(=O)N)C=C(C1)C#N)Cl